NC1=CC(=C(C=C1)C(=O)N1CCN(CC1)CCC)N1CCCCCC1 [4-amino-2-(azepan-1-yl)phenyl]-(4-propylpiperazin-1-yl)methanone